N6-cyclopropyl-5-fluoro-N4-(3-thienylmethyl)-N6-[[4-(trifluoromethyl)phenyl]methyl]pyrimidine-4,6-diamine C1(CC1)N(C1=C(C(=NC=N1)NCC1=CSC=C1)F)CC1=CC=C(C=C1)C(F)(F)F